isopropyl 4-(5-bromo-3,3-dimethyl-2,3-dihydro-1H-pyrrolo[3,2-b]pyridin-1-yl)-2-(methylsulfonyl)pyrimidine-5-carboxylate BrC1=CC=C2C(=N1)C(CN2C2=NC(=NC=C2C(=O)OC(C)C)S(=O)(=O)C)(C)C